C(C)(C)(C)OC(=O)N1[C@H](CC(C1)(O)C1=CC2=C(N=CN=C2Cl)N1C)C (2S)-4-(4-chloro-7-methyl-7H-pyrrolo[2,3-d]pyrimidin-6-yl)-4-hydroxy-2-methylpyrrolidine-1-carboxylic acid tert-butyl ester